ClC1=CC=C(C=C1)[C@H]1N(C(CC2=CC(=C(C=C12)OC(C)C)OC)=O)C1=CC=C(C=C1)N(CC1CCNCC1)C (1R)-1-(4-chlorophenyl)-7-isopropoxy-6-methoxy-2-[4-[methyl(4-piperidylmethyl)amino]phenyl]-1,4-dihydroisoquinolin-3-one